FC(C1=CNC2=NC=C(C=C21)CC2CC1(CN(C1)C(=O)N1C[C@@H]3[C@@H](OCC(N3)=O)CC1)C2)(F)F (4aR,8aS)-6-[6-[[3-(trifluoromethyl)-1H-pyrrolo[2,3-b]pyridin-5-yl]methyl]-2-azaspiro[3.3]heptane-2-carbonyl]-4,4a,5,7,8,8a-hexahydropyrido[4,3-b][1,4]oxazin-3-one